FC(C(=C(C(C(F)(F)F)(F)F)OC1=CC=CC=C1)C(F)(F)F)(F)F ((1,1,1,4,4,5,5,5-Octafluoro-2-(trifluoromethyl)pent-2-en-3-yl)oxy)benzene